FC1=C(C2=C(OCCO2)C=C1)N1C(CNCC1)F 6-Fluoro-5-(2-fluoropiperazin-1-yl)-2,3-dihydro-1,4-benzodioxine